ClC1=C(C(=CC=C1)C)C=1N=C(SC1C(=O)N)NC1=NC(=NC(=C1)N1CCN(CC1)CCO)C (2-chloro-6-methylphenyl)-2-((6-(4-(2-hydroxyethyl)-1-piperazinyl)-2-methyl-4-pyrimidinyl)amino)-5-thiazolecarboxamide